2-amino-N-methylphenazine NC1=CC=2NC3=CC=CC=C3N(C2C=C1)C